ClC=1C(N(C(=CC1OCC1=NC=C(C=C1F)F)C)C1=CC(=NC=C1C)C=1N=C(SC1)C(CC#N)(C)C)=C=O (S)-3-(4-(3-chloro-4-((3,5-difluoropyridin-2-yl)methoxy)-5',6-dimethyl-2-carbonyl-2H-[1,4'-bipyridine]-2'-yl)thiazol-2-yl)-3-methylbutyronitrile